NC1=CC=C(O[Si](C)(C)OC2=CC=C(C=C2)N)C=C1 bis(p-aminophenoxy)-dimethylsilane